C(C1=CC=CC=C1)SC1=C(C=CC=C1)OC1CC(C1)(F)F Benzyl(2-(3,3-difluorocyclobutyloxy)phenyl)sulfane